BrC1=C(C(=C2C(=NC(=NC2=C1F)OC[C@]12CCCN2C[C@@H](C1)F)O)OCC(C1COC1)NCC(F)F)Cl 7-bromo-6-chloro-5-(2-((2,2-difluoroethyl)amino)-2-(oxetan-3-yl)ethoxy)-8-fluoro-2-(((2R,7aS)-2-fluorotetrahydro-1H-pyrrolizin-7a(5H)-yl)methoxy)quinazolin-4-ol